laurylamine phosphate P(=O)(O)(O)O.C(CCCCCCCCCCC)N